C1=NS(C=CC2=C1C=CC=C2)NC(C2=CC=C(C=C2)C2=NC=NC=C2)=O N-(benzo[d][1,2]thiazepin-3-yl)-4-(pyrimidin-4-yl)benzamide